CN1CCN(CC1)CC=1C=C(C=C(C1)C(F)(F)F)NC1=NC=C(C(=N1)N1OCCC1C1=CC=CC=C1)C(F)(F)F N-(3-((4-methylpiperazin-1-yl)methyl)-5-(trifluoromethyl)phenyl)-4-(3-phenylisoxazolidin-2-yl)-5-(trifluoromethyl)pyrimidin-2-amine